NC1=NC=NN2C1=CC=C2C=2C=C(C(=NC2)OC)C(=O)N[C@@H]2CN(C[C@@H]2F)C(=O)C2C(C2)(F)F 5-{4-aminopyrrolo[2,1-f][1,2,4]triazin-7-yl}-N-[(3R,4S)-1-(2,2-difluorocycloprop-anecarbonyl)-4-fluoropyrrolidin-3-yl]-2-methoxypyridine-3-carboxamide